FC=1C(=NC=CC1OC)N1[C@H]([C@H](CC1)NS(=O)(=O)C)CO[C@@H]1CC[C@@H](CC1)C1=CC=CC=C1 N-((2R,3S)-1-(3-fluoro-4-methoxypyridin-2-yl)-2-((((CIS)-4-phenylcyclohexyl)oxy)methyl)pyrrolidin-3-yl)methanesulfonamide